FC(C=1C=NN(C1)C1CCN(CC1)C(=O)OC(C)(C)C)(F)F tert-Butyl 4-(4-(trifluoromethyl)-1H-pyrazol-1-yl)piperidine-1-carboxylate